(R)-4-methyl-N-(3-(1-(4-methyl-4H-1,2,4-triazol-3-yl)propan-2-yl)phenyl)isoindoline-2-carboxamide CC1=C2CN(CC2=CC=C1)C(=O)NC1=CC(=CC=C1)[C@@H](CC1=NN=CN1C)C